C(C)[C@@H]1N(C[C@H](N(C1)C(CC)C1=CC=C(C=C1)OC(F)(F)F)CC)C1=CC(N(C=2C=CC(=NC12)C#N)C)=O 8-[(2s,5r)-2,5-diethyl-4-{1-[4-(trifluoromethoxy)phenyl]propyl}piperazin-1-yl]-5-methyl-6-oxo-5,6-dihydro-1,5-naphthyridine-2-carbonitrile